tert-butyl 4-[2-methyl-7-({3-methyl-[1,2,4]triazolo[4,3-a]pyridin-6-yl}carbamoyl) indazol-4-yl]piperazine-1-carboxylate CN1N=C2C(=CC=C(C2=C1)N1CCN(CC1)C(=O)OC(C)(C)C)C(NC=1C=CC=2N(C1)C(=NN2)C)=O